CC=1N=CC(NC1)(C)SCC 2-methyl-5-ethylthio-5-methylpyrazine